5-amino-3-(4-bromo-2-fluoro-phenyl)-1-tetrahydropyran-4-yl-pyrazole-4-carbonitrile NC1=C(C(=NN1C1CCOCC1)C1=C(C=C(C=C1)Br)F)C#N